7-methoxy-4-((4-(3-(p-tolyl)ureido)naphthalen-1-yl)oxy)quinoline-6-carboxamide COC1=C(C=C2C(=CC=NC2=C1)OC1=CC=C(C2=CC=CC=C12)NC(=O)NC1=CC=C(C=C1)C)C(=O)N